N-[1-[3-[5-(2,2-difluoroethoxy)-2-pyridyl]pyrazin-2-yl]ethyl]-3-(difluoromethoxy)-5-(trifluoromethyl)benzamide FC(COC=1C=CC(=NC1)C=1C(=NC=CN1)C(C)NC(C1=CC(=CC(=C1)C(F)(F)F)OC(F)F)=O)F